3,4-Dimethoxy-benzaldehyd COC=1C=C(C=O)C=CC1OC